dimethylamine sulfate salt S(=O)(=O)(O)O.CNC